C1(CCCCC1)CCC1=C(C=CC=C1)Br cyclohexylethylphenylbromide